DL-β-aminobutyric acid CC(CC(=O)O)N